ClC=1C=C(C=CC1F)NC(N([C@@H](C(C)C)C1=CN=C(C2=CC=CC=C12)OC)CC)=O (S)-3-(3-chloro-4-fluorophenyl)-1-ethyl-1-(1-(1-methoxyisoquinolin-4-yl)-2-methylpropyl)urea